citric acid sodium [Na].C(CC(O)(C(=O)O)CC(=O)O)(=O)O